N7-[1-(4-tert-butylphenoxy)propan-2-yl]pyrazolo[1,5-a]pyrimidine-3,7-dicarboxamide C(C)(C)(C)C1=CC=C(OCC(C)NC(=O)C2=CC=NC=3N2N=CC3C(=O)N)C=C1